Cl.NCCOC1=NN(C=C1C(=O)O)C1=CC(=NC=C1)CC1=CC(=CC(=C1)C(F)(F)F)F 3-(2-aminoethoxy)-1-(2-(3-fluoro-5-(trifluoromethyl)benzyl)pyridin-4-yl)-1H-pyrazole-4-carboxylic acid hydrochloride